CC=1C=CC=2N(C1)C=C(N2)CN2C(C1=CN=CC(=C1C=C2)C2=C(C=CC=C2)C)=O 2-((6-methylimidazo[1,2-a]pyridin-2-yl)methyl)-5-(o-tolyl)-2,7-naphthyridin-1(2H)-one